C(C)OC(NC1=C(C=C(C=C1)N(CC1=CC=C(C=C1)C(F)(F)F)C)Cl)=O {2-Chloro-4-[methyl-(4-trifluoromethyl-benzyl)-amino]-phenyl}-carbamic acid ethyl ester